ON(C(C(C)(C1=CC(=C(C(=C1)C(C)(C)C)O)C(C)(C)C)CC)=O)O N,N-dihydroxyethyl-(3,5-di-tert-butyl-4-hydroxyphenyl)propionamide